ethyl 3-((tert-butoxycarbonyl) amino)-4-formyl-1H-pyrrole-2-carboxylate C(C)(C)(C)OC(=O)NC1=C(NC=C1C=O)C(=O)OCC